2-(((3-(4-fluorophenyl)-7-methoxy-[1,2,4]triazolo[4,3-b]pyridazin-6-yl)oxy)methyl)-5,6,7,8-tetrahydro-1,6-naphthyridine FC1=CC=C(C=C1)C1=NN=C2N1N=C(C(=C2)OC)OCC2=NC=1CCNCC1C=C2